4-(5-bromothiophen-2-yl)piperidin BrC1=CC=C(S1)C1CCNCC1